N-(1H-indol-6-ylmethyl)-6-{3-oxa-9-azaspiro[5.5]undecan-9-yl}pyrido[2,3-b]pyrazin-3-amine N1C=CC2=CC=C(C=C12)CNC1=CN=C2C(=N1)N=C(C=C2)N2CCC1(CCOCC1)CC2